C(C)(C)(C)OC(=O)N[C@@H](C)C1=NC(=NN1C=1SC(=CN1)C(=O)OC)C methyl 2-(5-{(1S)-1-[(tert-butoxycarbonyl) amino] ethyl}-3-methyl-1H-1,2,4-triazol-1-yl)-1,3-thiazole-5-carboxylate